OC1CCC(CC1)NC1=NC=C(C(=N1)SC)C(=O)N 2-((1r,4r)-4-hydroxycyclohexylamino)-4-(methylthio)pyrimidine-5-carboxamide